tert-Butyl 4-(2-nitrophenyl)-3,6-dihydropyridine-1(2H)-carboxylate [N+](=O)([O-])C1=C(C=CC=C1)C=1CCN(CC1)C(=O)OC(C)(C)C